C(C)OC(=O)CCCCCOC=1C2=CC=CC=C2C(=C2C=CC=CC12)OCCCCCC(=O)OCC 9,10-bis(ethoxycarbonylpentyleneoxy)anthracene